ClC=1C=C(C=C(C1)F)[C@H]1[C@@H](CN(C1)CCOC)NC(=O)NC1=C(C(=NN1C1=CC=CC=C1)C=1C=NN(C1)C)C 1-((3s,4r)-4-(3-chloro-5-fluorophenyl)-1-(2-methoxyethyl)pyrrolidin-3-yl)-3-(1',4-dimethyl-1-phenyl-1h,1'h-3,4'-bipyrazol-5-yl)urea